CC1=CC=C(C=C1)S(=O)(=O)O.C(C=C)(=O)N1CC(CC1)C=1C=C(N2C=NC=CC21)C2=CC=C(C(=O)NC1=CC(=CC=C1)C1CC1)C=C2 4-(5-(1-propenoylpyrrolidin-3-yl)pyrrolo[1,2-c]pyrimidin-7-yl)-N-(3-cyclopropylphenyl)benzamide toluene-p-sulphonate